2-pyridyloxylacetate N1=C(C=CC=C1)OCC(=O)[O-]